(1-((3-(4-oxopiperidin-1-yl)phenyl)sulfonyl)piperidin-4-yl)carbamic acid tert-butyl ester C(C)(C)(C)OC(NC1CCN(CC1)S(=O)(=O)C1=CC(=CC=C1)N1CCC(CC1)=O)=O